N1([C@H]2[C@H](CC1)NCC2)C(=O)OC(C)(C)C trans-tert-butyl hexahydropyrrolo[3,2-b]pyrrole-1(2H)-carboxylate